(2-bromoethyl)(tert-butyl)dimethylsilane BrCC[Si](C)(C)C(C)(C)C